C(\C=C/C(=O)OCC=C)(=O)OCC=C bis(prop-2-enyl) (Z)-but-2-enedioate